ethyl 1-(3-chloro-5-iodo-6-(3-methoxy-2-(methoxymethyl)propyl)pyrazin-2-yl)piperidine-4-carboxylate ClC=1C(=NC(=C(N1)I)CC(COC)COC)N1CCC(CC1)C(=O)OCC